CC1(OB(OC1(C)C)C1=CC=C(C=C1)C1=NC2=C3N=C(C=CC3=CC=C2C=C1)C1=CC=CC=C1)C 2-(4-(4,4,5,5-tetramethyl-1,3,2-dioxaborolan-2-yl)phenyl)-9-phenyl-1,10-phenanthroline